2-(bis(4-methoxybenzyl)amino)-5-oxo-5,6-dihydropyridin COC1=CC=C(CN(C2=NCC(C=C2)=O)CC2=CC=C(C=C2)OC)C=C1